2-fluoro-4-(1-(3-(8-fluoro-5-methyl-1-oxo-1,2-dihydroisoquinolin-3-yl)propanoyl)-1,2,3,6-tetrahydropyridin-4-yl)benzonitrile FC1=C(C#N)C=CC(=C1)C=1CCN(CC1)C(CCC=1NC(C2=C(C=CC(=C2C1)C)F)=O)=O